C[C@@]12[C@@H](CC[C@H]1[C@@H]1CC=C3C[C@H](CC[C@]3(C)[C@H]1CC2)O)O androst-5-ene-3β,17α-diol